ethyl-5,8-difluoro-3-((6-methyl-5-(trifluoromethyl)pyridin-2-yl)methyl)naphthalene-1,4-dione C(C)C=1C(C2=C(C=CC(=C2C(C1CC1=NC(=C(C=C1)C(F)(F)F)C)=O)F)F)=O